NCCOCC(=O)N[C@H](C(=O)N[C@H](C(=O)OC(C)(C)C)CCC(C=[N+]=[N-])=O)CC(C)C t-Butyl (S)-2-((S)-2-(2-(2-aminoethoxy)acetamido)-4-methylpentanamido)-6-diazo-5-oxohexanoate